C(C1=CC=CC=C1)(=O)ON=C(C(=O)C1=CC=C(C=C1)SC1=CC=CC=C1)CCCCC 1-[4-(phenylthio)phenyl]-heptane-1,2-dione-2-(O-benzoyl oxime)